6-Chloro-4-((3-ethyl-4-methoxypyrazolo[1,5-c]pyrimidin-5-yl)amino)-N-(methyl-d3)nicotinamide ClC1=NC=C(C(=O)NC([2H])([2H])[2H])C(=C1)NC1=C(C=2N(C=N1)N=CC2CC)OC